FC=1C=2C(=C(C(=C(C3=C(C(=C(N3F)C=C3C=CC(C=C4C=CC1N4)=N3)F)F)F)N2)F)F heptafluoroporphyrin